3-((13S,15S,Z)-3-fluoro-16-(hydroxymethylene)-13-methyl-17-oxo-7,8,9,11,12,13,14,15,16,17-decahydro-6H-cyclopenta[a]phenanthren-15-yl)-N-(pyridazin-3-yl)propanamide FC=1C=CC=2C3CC[C@@]4(C(\C(\[C@H](C4C3CCC2C1)CCC(=O)NC=1N=NC=CC1)=C/O)=O)C